C(C)(C)(C)OC(=O)N1CCC(=CC1)C1=NC=C(C=C1)C(F)(F)F tert-Butyl-5-(trifluoromethyl)-3',6'-dihydro-[2,4'-bipyridine]-1'(2'H)carboxylate